C(C)N1CCN(CC1)CC1=CC=C(C(=O)NC2=CC(=CC(=C2)C(F)(F)F)N2C=NC(=C2)C)C=C1 4-((4-ethylpiperazin-1-yl)methyl)-N-(3-(4-methyl-1H-imidazol-1-yl)-5-(trifluoromethyl)phenyl)benzamide